[3-(4-aminocinnolin-7-yl)-4-(3-methylbutanoylamino)phenyl]boronic acid formic acid salt C(=O)O.NC1=CN=NC2=CC(=CC=C12)C=1C=C(C=CC1NC(CC(C)C)=O)B(O)O